lithium cobalt-cobalt-cobalt-aluminum [Al].[Co].[Co].[Co].[Li]